(R)-5-ethynyl-2-(5-methyl-3-((1-(tetrahydro-2H-pyran-4-yl)piperidin-3-yl)amino)-1,2,4-triazin-6-yl)phenol C(#C)C=1C=CC(=C(C1)O)C1=C(N=C(N=N1)N[C@H]1CN(CCC1)C1CCOCC1)C